5-(azetidin-3-yl)-3-(7,7-difluoro-2-((2S,3S)-3-fluoro-2-methylazetidin-1-yl)-6,7-dihydro-5H-cyclopenta[d]pyrimidin-4-yl)-1,2,4-oxadiazole N1CC(C1)C1=NC(=NO1)C=1C2=C(N=C(N1)N1[C@H]([C@H](C1)F)C)C(CC2)(F)F